(S)-2-(((benzyloxy)carbonyl)amino)-2-cyclohexylacetic acid C(C1=CC=CC=C1)OC(=O)N[C@H](C(=O)O)C1CCCCC1